1-(4-((4-((2-fluoro-4-((2-(piperazin-1-yl)pyridin-4-yl)oxy)phenyl)amino)-7-methoxyquinazolin-6-yl)amino)piperidin-1-yl)prop-2-en-1-one FC1=C(C=CC(=C1)OC1=CC(=NC=C1)N1CCNCC1)NC1=NC=NC2=CC(=C(C=C12)NC1CCN(CC1)C(C=C)=O)OC